magnesium (4-isopropylphenyl) bromide C(C)(C)C1=CC=C(C=C1)Br.[Mg]